(((1-ethyl-1H-imidazol-5-yl)methyl)amino)-5-nitrothiophene-2-carboxylic acid methyl ester COC(=O)C=1SC(=CC1NCC1=CN=CN1CC)[N+](=O)[O-]